FC(C#CC1=NC=CC(=C1)N1CCC(CC1)OC1CC(C1)O)(O)F 3-((1-(2-(3,3-difluoro-3-hydroxyprop-1-yn-1-yl)pyridin-4-yl)piperidin-4-yl)oxy)cyclobutan-1-ol